COC=1C=C(C(=C(C1)O)C)C 5-methoxy-2,3-xylenol